3-(aminomethyl)benzoic acid methyl ester hydrochloride Cl.COC(C1=CC(=CC=C1)CN)=O